C1=CC=C2C(C=CC=C12)=O indene-4-one